6-((4-methyl-3-(pyridin-2-yl)phenyl)carbamoyl)-6-azabicyclo[3.1.1]heptane-2-carboxylic acid CC1=C(C=C(C=C1)NC(=O)N1C2CCC(C1C2)C(=O)O)C2=NC=CC=C2